3-[[4-[4-amino-1-(4-tert-butylphenyl)butoxy]-6-(2,6-dimethylphenyl)pyrimidin-2-yl]sulfamoyl]benzoic acid NCCCC(OC1=NC(=NC(=C1)C1=C(C=CC=C1C)C)NS(=O)(=O)C=1C=C(C(=O)O)C=CC1)C1=CC=C(C=C1)C(C)(C)C